N-(2-((2R,3R)-1-ethyl-2-methylpyrrolidin-3-yl)thieno[2,3-b]pyridin-4-yl)benzo[d]thiazol-5-amine C(C)N1[C@@H]([C@@H](CC1)C1=CC=2C(=NC=CC2NC=2C=CC3=C(N=CS3)C2)S1)C